(6S,12aS)-2-((E)-(4-methoxyphenyl)methyleneamino)-6-methyl-2,3,12,12a-tetrahydropyrazino[1',2':1,6]pyrido[3,4-b]indole-1,4(6H,7H)-dione COC1=CC=C(C=C1)\C=N\N1C([C@@H]2CC3=C(NC=4C=CC=CC34)[C@@H](N2C(C1)=O)C)=O